ClC=1C=C(C=CC1N1C(N(CC1)C)=O)C1=C(C(=CC(=C1)F)C=1C=CC(N(C1)C1CCN(CC1)C(=O)OC(C)(C)C)=O)OC tert-butyl 4-(5-(3'-chloro-5-fluoro-2-methoxy-4'-(3-methyl-2-oxoimidazolidin-1-yl)-[1,1'-biphenyl]-3-yl)-2-oxopyridin-1(2H)-yl)piperidine-1-carboxylate